(S)-1-(1-cyclobutylpyrrolidin-3-yl)-8-(2-((2,6-dioxo-3-(2,2,2-trifluoroethyl)-2,3-dihydropyrimidin-1(6H)-yl)methyl)thieno[3,2-b]pyridin-7-yl)-1,2,3,4-tetrahydroquinoline-6-carbonitrile C1(CCC1)N1C[C@H](CC1)N1CCCC2=CC(=CC(=C12)C1=C2C(=NC=C1)C=C(S2)CN2C(N(C=CC2=O)CC(F)(F)F)=O)C#N